[(2S,3R,4R)-3-fluoro-4-(methanesulfonyloxy)-1-(9-phenylfluoren-9-yl)pyrrolidin-2-yl]methyl methanesulfonate CS(=O)(=O)OC[C@@H]1N(C[C@H]([C@@H]1F)OS(=O)(=O)C)C1(C2=CC=CC=C2C=2C=CC=CC12)C1=CC=CC=C1